(+/-)-(3-(4-(2-amino-6-methylpyrimidin-4-yl)-1,4-oxazepan-3-yl)-4-chlorophenyl)(imino)(methyl)-λ6-sulfanone NC1=NC(=CC(=N1)N1C(COCCC1)C=1C=C(C=CC1Cl)S(=O)(C)=N)C